methanesulfonic acid 3-[2-(1-{[3,5-bis(difluoromethyl)-1H-pyrazol-1-yl] acetyl} piperidin-4-yl)-1,3-thiazol-4-yl]-1,5-dihydro-2,4-benzodioxepin-6-yl ester FC(C1=NN(C(=C1)C(F)F)CC(=O)N1CCC(CC1)C=1SC=C(N1)C1OCC2=C(CO1)C=CC=C2OS(=O)(=O)C)F